(E)-8-chloro-N-(2-methoxy-5-(4-(4-(4-oxopent-2-enoyl)piperazin-1-yl)quinazolin-6-yl)pyridin-3-yl)naphthalene-1-sulfonamide ClC=1C=CC=C2C=CC=C(C12)S(=O)(=O)NC=1C(=NC=C(C1)C=1C=C2C(=NC=NC2=CC1)N1CCN(CC1)C(\C=C\C(C)=O)=O)OC